BrC1=C(C=C(C=C1)C=1OC(=NN1)C1CC1)OC 2-(4-bromo-3-methoxyphenyl)-5-cyclopropyl-1,3,4-oxadiazole